C(CC)N(CCO)CCO N-propyl-diethanolamine